N-{1-[(3bR,4aR)-1-{2-[4-(2,3-dimethylphenyl)piperazin-1-yl]-2-oxoethyl}-3b,4,4a,5-tetrahydro-1H-cyclopropa[3,4]cyclopenta[1,2-c]pyrazole-3-carbonyl]piperidin-3-yl}urea CC1=C(C=CC=C1C)N1CCN(CC1)C(CN1N=C(C2=C1C[C@@H]1[C@H]2C1)C(=O)N1CC(CCC1)NC(=O)N)=O